C1(CCCC1)NC1=CC=C(C=C1)[C@H]1N(C2=CC=CC=C2C[C@H]1C(=O)NC1=CC(=C(C=C1)C)C(F)(F)F)C(C1=C(C=CC=C1C)F)=O (2S,3r)-2-(4-(cyclopentylamino)phenyl)-1-(2-fluoro-6-methylbenzoyl)-N-(4-methyl-3-(trifluoromethyl)phenyl)-1,2,3,4-tetrahydroquinoline-3-carboxamide